TRIETHYLENE GLYCOL DICAPRYLATE C(CCCCCCC)(=O)OCCOCCOCCOC(CCCCCCC)=O